ClC1=CC2=C(SC(=C2)CCO)C=C1 2-(5-chlorobenzo[b]thiophen-2-yl)ethanol